benzo(c)selenophene C=1[Se]C=C2C1C=CC=C2